C(C=CC=CC=CCCCCCCCCCCC)(=O)OC(C=CC=CC=CCCCCCCCCCCC)=O 1-octadecatrienoyl oxide